(S)-5-chloro-N-(4-(2,5-difluorophenyl)-2-(3-fluoropyrrolidin-1-yl)-pyridin-3-yl)pyrimidine-2-carboxamide ClC=1C=NC(=NC1)C(=O)NC=1C(=NC=CC1C1=C(C=CC(=C1)F)F)N1C[C@H](CC1)F